8-(6-(difluoromethyl)pyridin-3-yl)-2,3-dimethyl-6-((2S,6R)-2-methyl-6-(2-methylpyridin-4-yl)morpholino)pyrido[3,4-d]pyrimidin-4(3H)-one FC(C1=CC=C(C=N1)C1=NC(=CC2=C1N=C(N(C2=O)C)C)N2C[C@@H](O[C@@H](C2)C2=CC(=NC=C2)C)C)F